N-(6-(2-(((1r,4r)-4-aminocyclohexyl)amino)-8-ethylquinazolin-6-yl)-4-methoxy-pyridazin-3-yl)-2-chloro-benzenesulfonamide NC1CCC(CC1)NC1=NC2=C(C=C(C=C2C=N1)C1=CC(=C(N=N1)NS(=O)(=O)C1=C(C=CC=C1)Cl)OC)CC